2-Methoxyethyl 3-{[(2E)-3-(benzenesulfonyl)prop-2-en-1-yl]carbamoyl}-2-oxo-1,2,5,6,7,8-hexahydro-1,6-naphthyridine-6-carboxylate C1(=CC=CC=C1)S(=O)(=O)/C=C/CNC(=O)C=1C(NC=2CCN(CC2C1)C(=O)OCCOC)=O